C(C)(=O)NC1=CC=C(C=C1)CNC1=C(C(=O)NC2=NC=C(C=C2)Cl)C=C(C=C1)Cl 2-[[[4-(acetylamino)phenyl]methyl]amino]-5-chloro-N-(5-chloro-2-pyridinyl)-benzamide